(3S,4S) and (3R,4R)-3-(2,3-dihydro-1,4-benzodioxin-6-yl)-1-oxo-2-(3,4,5-trichlorophenyl)-1,2,3,4-tetrahydroisoquinoline-4-carboxylic acid O1CCOC2=C1C=CC(=C2)[C@H]2N(C(C1=CC=CC=C1[C@@H]2C(=O)O)=O)C2=CC(=C(C(=C2)Cl)Cl)Cl |r|